FC(C(=O)O)(F)F.N1CC(C1)CC(=O)OCC ethyl 2-(azetidine-3-yl)acetate trifluoroacetate